C(C1=CC=CC=C1)OC(C(C)(C)C)=O 2,2-dimethylpropionic acid benzyl ester